FC=1C=NC=CC1S(=NC(=O)C1=CN(C=C1)C1=CC=C(C=C1)C1=NOC(=N1)C(F)(F)F)(=O)C N-((3-fluoropyridin-4-yl)(methyl)(oxo)-λ6-sulfanylidene)-1-(4-(5-(trifluoromethyl)-1,2,4-oxadiazol-3-yl)phenyl)-1H-pyrrole-3-carboxamid